COC(C1=C(C=CC(=C1)[N+](=O)[O-])OCC(F)(F)F)=O 5-Nitro-2-(2,2,2-trifluoroethoxy)benzoic acid methyl ester